COC=1N=NC(=CC1C(=O)OC)C#CC methyl 3-methoxy-6-(prop-1-yn-1-yl)pyridazine-4-carboxylate